[Si](C)(C)(C(C)(C)C)OC1CC(C1)N1N=C(C=C1C(F)(F)F)C 1-((1s,3s)-3-((tert-butyldimethylsilyl)oxy)cyclobutyl)-3-methyl-5-(trifluoromethyl)-1H-pyrazole